FC=1C=C(C(=O)N(OC)C2=CC=C(C=C2)I)C=CC1 3-Fluoro-N-(4-iodophenyl)-N-methoxybenzamide